C(C)(C)(C)C1=CC=C(C=C1)NC([C@H](CC1=CC2=CC=CC=C2C=C1)NC1=CC=C(C(=O)NCCC(=O)OCC)C=C1)=O Ethyl (S)-3-(4-((1-((4-(tert-butyl)phenyl)amino)-3-(naphthalen-2-yl)-1-oxopropan-2-yl)amino)benzamido)propanoate